C(=O)[C@@H]1N([C@@H](CC1)CC1CCC(CC1)OC)C(=O)OC(C)(C)C tert-Butyl (2R,5S)-2-formyl-5-(((1r,4S)-4-methoxycyclohexyl)methyl)pyrrolidine-1-carboxylate